C(C)OC(=O)C1C=NC2=CC(=CC=C2C1=O)N1[C@H](CCC1)CO 7-[(2R)-2-(hydroxymethyl)pyrrolidin-1-yl]-4-oxoquinoline-3-carboxylic acid ethyl ester